C1(CC1)C(=O)N1CCC(=CC1)B1OC(C(O1)(C)C)(C)C cyclopropyl-[4-(4,4,5,5-tetramethyl-1,3,2-dioxaborolan-2-yl)-3,6-dihydro-2H-pyridin-1-yl]methanone